BrC1=CNC2=NC=CC(=C21)C=2C(=NN(C2)C)C2=NC=C(C=C2)F 3-bromo-4-[3-(5-fluoro-2-pyridinyl)-1-methyl-pyrazol-4-yl]-1H-pyrrolo[2,3-b]pyridine